P(=O)([O-])([O-])[O-].[Cr+2].[NH4+] ammonium chromium phosphate